(R)-4-(((1-acetylpiperidin-4-yl)amino)methyl)-N-(3-(3'-chloro-6-methoxy-5-((((5-oxopyrrolidin-2-yl)methyl)amino)methyl)-[2,4'-bipyridin]-2'-yl)-2-methylphenyl)-5-methoxypicolinamide C(C)(=O)N1CCC(CC1)NCC1=CC(=NC=C1OC)C(=O)NC1=C(C(=CC=C1)C1=NC=CC(=C1Cl)C1=NC(=C(C=C1)CNC[C@@H]1NC(CC1)=O)OC)C